BrC=1C(=C(C(=CC1)C1=CC=CC=C1)C#N)F bromo-3-fluoro-[1,1'-biphenyl]-2-carbonitrile